[C@@H]12CN(C[C@H]2C1)C(CN1N=CC2=NC=C(C=C21)C2=CC(=C(C=C2)F)C(F)F)=O 1-[(1R,5S)-3-Azabicyclo[3.1.0]hexan-3-yl]-2-[6-[3-(difluoromethyl)-4-fluoro-phenyl]pyrazolo[4,3-b]pyridin-1-yl]ethanone